CC=1OC(=CC1C(=O)NC1=NC(=NS1)CC(C)N1CCOCC1)C1=CC(=CC=C1)OC 2-methyl-5-(3-methoxyphenyl)-N-(3-(2-morpholinopropyl)-1,2,4-thiadiazol-5-yl)furan-3-carboxamide